C1(CCC1)C=1C=C2N(C(=NN(C2=O)CC(=O)NC2=NC=NC=C2)C(C)C)C1 2-(7-cyclobutyl-4-isopropyl-1-oxo-pyrrolo[1,2-d][1,2,4]triazin-2-yl)-N-pyrimidin-4-yl-acetamide